2,3,4,4-tetramethylpentanoic acid CC(C(=O)O)C(C(C)(C)C)C